ClC1=C(C=2N=C(N=C(C2C=N1)N1CCN(CC1)C(=O)OC(C)(C)C)OC[C@H]1N(CCC1)C)F (S)-tert-butyl 4-(7-chloro-8-fluoro-2-((1-methylpyrrolidin-2-yl)methoxy)pyrido[4,3-d]pyrimidin-4-yl)piperazine-1-carboxylate